C1(CC1)C1=C(CNC(OC(C)(C)C)=O)C=CC(=C1)B1OC(C(O1)(C)C)(C)C tert-butyl (2-cyclopropyl-4-(4,4,5,5-tetramethyl-1,3,2-dioxaborolan-2-yl)benzyl)carbamate